N1CCC(CC1)N(CC(=O)O)C(N)=N (S)-4-piperidyl-(N-amidino)glycine